BrC=1C=C(C=CC1F)NC(=NO)C1=NON=C1SCC=1NC(C=C(C1)C(F)(F)F)=O N-(3-bromo-4-fluorophenyl)-N'-hydroxy-4-({[6-oxo-4-(trifluoromethyl)-1,6-dihydropyridin-2-yl]methyl}sulfanyl)-1,2,5-oxadiazole-3-carboximidamide